N-((5-(5-(difluoromethyl)-1,3,4-oxadiazol-2-yl)pyridin-2-yl)methyl)-3-fluoro-N-(3-fluorophenyl)-1'-(oxetan-3-yl)-[1,3'-biazetidine]-3-carboxamide FC(C1=NN=C(O1)C=1C=CC(=NC1)CN(C(=O)C1(CN(C1)C1CN(C1)C1COC1)F)C1=CC(=CC=C1)F)F